Benzyl (R)-((3-hydroxytetrahydrofuran-3-yl)methyl)carbamate Benzyl-chloroformate C(C1=CC=CC=C1)OC(=O)Cl.O[C@@]1(COCC1)CNC(OCC1=CC=CC=C1)=O